ClC1=NC(=NC2=C1N(C=1C=CC(=CC21)CN(C)C)CC(F)(F)F)CNC(=O)C=2C=NN(C2)C N-((4-chloro-8-((dimethylamino)methyl)-5-(2,2,2-trifluoroethyl)-5H-pyrimido[5,4-b]indol-2-yl)methyl)-1-methyl-1H-pyrazole-4-carboxamide